1-(3-fluoro-6-methylpyridin-2-yl)-N-methyl-methylamine FC=1C(=NC(=CC1)C)CNC